(2-Cyclopropylethyl)-2-ethoxy-4-(pyridin-3-yl)-1H-imidazole-1-carboxamide C1(CC1)CCC1=C(N=C(N1C(=O)N)OCC)C=1C=NC=CC1